FC1=CC2=C(OC(C(N2)=O)(C)C)C(=C1C1=C(C=NN1C)I)C#N 6-fluoro-7-(4-iodo-1-methyl-1H-pyrazol-5-yl)-2,2-dimethyl-3-oxo-3,4-dihydro-2H-Benzo[b][1,4]oxazine-8-carbonitrile